7-(5-(3-chloro-6-cyano-5-cyclopropoxy-2-fluorophenyl)-1-methyl-1H-pyrazol-4-yl)-4-oxo-3,4-dihydrophthalazine-1-carboximidamide ClC=1C(=C(C(=C(C1)OC1CC1)C#N)C1=C(C=NN1C)C1=CC=C2C(NN=C(C2=C1)C(N)=N)=O)F